1-(2-fluoro-5-(trifluoromethyl)phenyl)-3-(4-((5-(3-morpholinopropoxy)-2,3-dihydro-[1,4]dioxino[2,3-f]quinazolin-10-yl)oxy)phenyl)urea L-malate C([C@@H](O)CC(=O)O)(=O)O.FC1=C(C=C(C=C1)C(F)(F)F)NC(=O)NC1=CC=C(C=C1)OC1=NC=NC2=CC(=C3C(=C12)OCCO3)OCCCN3CCOCC3